ClC=1C(=NC=C(C1C)C1=CN=C(S1)C1=CC=CC=C1)C#N 3-chloro-4-methyl-5-(2-phenylthiazol-5-yl)picolinonitrile